7-Methoxy-3-methyl-8-(1-methyl-1H-pyrazol-4-yl)-1-pyrimidin-5-yl-1,3-dihydro-imidazo[4,5-c]quinolin-2-one COC=1C(=CC=2C3=C(C=NC2C1)N(C(N3C=3C=NC=NC3)=O)C)C=3C=NN(C3)C